FC(C(F)(F)O)(F)O perfluoroethylene glycol